FC1=CC=C(C=C1)C(C)(C)C=1N=C(SC1)NC(=O)NCC1=CC=C(C=C1)N1CCNCC1 1-(4-(2-(4-fluorophenyl)-propan-2-yl)thiazol-2-yl)-3-(4-(piperazin-1-yl)benzyl)urea